4-methylenedioxybenzyl acetate C(C)(=O)OCC1=CC=C2C(=C1)OCO2